NC1=NC=2C=CC(=CC2C2=C1C=NN2C)C(=O)N(N(C)C(=O)C2CC(C2)(F)F)CC2=NC=C(C=C2)C(F)(F)F 4-amino-N'-(3,3-difluorocyclobutane-1-carbonyl)-N',1-dimethyl-N-((5-(trifluoromethyl)pyridin-2-yl)methyl)-1H-pyrazolo[4,3-c]quinoline-8-carbohydrazide